2-(4-benzylphenyl)ethyl methacrylate C(C(=C)C)(=O)OCCC1=CC=C(C=C1)CC1=CC=CC=C1